C1(CC1)C1=NN(C=N1)S(=O)(=O)C1=CC=C(N)C=C1 4-((3-cyclopropyl-1H-1,2,4-triazol-1-yl)sulfonyl)aniline